1-methyl-4-[4-(trifluoromethyl)phenyl]-1H,4H-imidazo[4,5-b]indole-7-carboxylic acid CN1C=NC=2N(C=3C=CC(=CC3C21)C(=O)O)C2=CC=C(C=C2)C(F)(F)F